COC(=O)C=1N=C(SC1)N1CCC2(OCCO2)CC1 2-(1,4-dioxa-8-azaspiro[4.5]decan-8-yl)thiazole-4-carboxylic acid methyl ester